BrC=1C=C(C=C2C(=C(C=NC12)C#N)NCC(C)(C)C)N[C@@H](C1=C2CCNC2=CC=C1)C=1N=NN(C1)C1CC1 (S)-8-bromo-6-(((1-cyclopropyl-1H-1,2,3-triazol-4-yl)(indolin-4-yl)methyl)amino)-4-(neopentylamino)quinoline-3-carbonitrile